FC1=C(C=CC(=C1)OCC1=NC(=CC=C1)C)C1=CNC=2N=C(N=C(C21)OCCOC)NC2=CC=C(C=C2)CN2CCN(CC2)C 5-(2-fluoro-4-((6-methylpyridin-2-yl)methoxy)phenyl)-4-(2-methoxyethoxy)-N-(4-((4-methylpiperazin-1-yl)methyl)phenyl)-7H-pyrrolo[2,3-d]pyrimidin-2-amine